FC(C1=NN=C(O1)C1=CC=2N(C=C1)C=C(N2)CN(C(=O)C2CN(C2)C(CC)=O)C2=CC=CC=C2)F N-((7-(5-(difluoromethyl)-1,3,4-oxadiazol-2-yl)imidazo[1,2-a]pyridin-2-yl)methyl)-N-phenyl-1-propionylazetidine-3-carboxamide